ClC1=NC=C(C=C1B(O)O)C#N 2-CHLORO-5-CYANOPYRIDINE-3-BORONIC ACID